O=C1N(C(C=C1)=O)[C@@H](C(=O)NCCCC(=O)O)[C@H](C(=O)NCCCC(=O)O)N1C(C=CC1=O)=O 4'-(((2R,3R)-2,3-bis(2,5-dioxo-2,5-dihydro-1H-pyrrol-1-yl)succinyl)bis(azanediyl))dibutyric acid